COC(=O)C1=CC(=NC(=C1)Cl)CBr (bromomethyl)-6-chloropyridine-4-carboxylic acid methyl ester